BrC=1C=C(CC2=C(C(=NC3=CC=CC=C23)C(C2=NC3=CC=CC=C3C(=C2C)CC2=CC(=CC(=C2)C)Br)N)C)C=C(C1)C bis((3-bromo-5-methylbenzyl)methylquinolinyl)methylamine